1,3-bis(4-hydroxycumyl)benzene OC1=CC=C(C(C)(C)C2=CC(=CC=C2)C(C)(C)C2=CC=C(C=C2)O)C=C1